C(C)(=O)OC1=CC(=CC(=C1)C)OC(C)=O 5-methylbenzene-1,3-diyl Diacetate